N-(5-bromo[1,3]thiazolo[5,4-b]pyridin-2-yl)-4-(2-chloro-5-methoxypyridin-4-yl)-6-methylpyridine-3-carboxamide BrC1=CC=C2C(=N1)SC(=N2)NC(=O)C=2C=NC(=CC2C2=CC(=NC=C2OC)Cl)C